N-(sulfoxy)diphenylmaleimide O(S(=O)(=O)O)N1C(C(=C(C1=O)C1=CC=CC=C1)C1=CC=CC=C1)=O